Tin Sulphide [Sn]=S